O(C1=CN(C=CC1=O)CC(CCCC)CC)C1=CN(C=CC1=O)CC(CCCC)CC 3,3'-oxybis(N-(2-ethylhexyl)-pyridin-4-one)